N1N=NN=C1C=1C=C(C=NC1)N1C=CC=2C1=NC=C(C2)C(=O)N2CCC(CC2)(F)F (1-(5-(1H-tetrazol-5-yl)pyridin-3-yl)-1H-pyrrolo[2,3-b]pyridin-5-yl)(4,4-difluoropiperidin-1-yl)methanone